(3S)-4-[2-[4-[[4-[2-(2,6-dioxo-3-piperidinyl)-1,3-dioxo-isoindolin-5-yl]piperazin-1-yl]methyl]-1-piperidinyl]-2-oxo-ethyl]-3-methyl-piperazine-1-carboxylic acid tert-butyl ester C(C)(C)(C)OC(=O)N1C[C@@H](N(CC1)CC(=O)N1CCC(CC1)CN1CCN(CC1)C=1C=C2C(N(C(C2=CC1)=O)C1C(NC(CC1)=O)=O)=O)C